2-fluoro-6-((2,4-dimethylphenyl)sulfonyl)benzaldehyde FC1=C(C=O)C(=CC=C1)S(=O)(=O)C1=C(C=C(C=C1)C)C